COC=1C=C2C(=NC=NC2=CC1OC)NC1=C(C=C(C=C1)OC1=CC=CC=C1)C 6,7-dimethoxy-N-(2-methyl-4-phenoxyphenyl)quinazolin-4-amine